N-(4-(1-(2-cyano-3-phenylpropionyl)-3-methyl-1,2,3,6-tetrahydropyridin-4-yl)-1H-pyrrolo[2,3-b]pyridin-6-yl)cyclopropylcarboxamide C(#N)C(C(=O)N1CC(C(=CC1)C1=C2C(=NC(=C1)NC(=O)C1CC1)NC=C2)C)CC2=CC=CC=C2